O1CCC(CC1)OC1=NC(=CC2=C1N(C=N2)C(C)C)C2=CC=C1C(=C2)N(C(C12CCNCC2)=O)C2CC(C2)N2CCCCC2 6-[4-(oxan-4-yloxy)-3-(propan-2-yl)-3H-imidazo[4,5-c]pyridin-6-yl]-1-[(1s,3s)-3-(piperidin-1-yl)cyclobutyl]-1,2-dihydrospiro[indole-3,4'-piperidin]-2-one